(4-Benzylphenyl)-7-methoxy-6-(3-morpholinopropoxy)quinazolin-4-amine C(C1=CC=CC=C1)C1=CC=C(C=C1)C1=NC2=CC(=C(C=C2C(=N1)N)OCCCN1CCOCC1)OC